C1(=CC=CC=C1)CS(=O)(=O)OC1=C(OC(C1=O)([2H])C1=C(C=C(C=C1)Cl)Cl)N 2-amino-5-(2,4-dichlorophenyl)-4-oxo-4,5-dihydrofuran-3-yl-5-d phenylmethanesulfonate